[Br-].ON1C(N(C=C1)O)CC N,N'-dihydroxyethyl-imidazole bromide salt